6-((1H-Indol-3-yl)methyl)-3-(3,5-dimethoxybenzyl)-8-(4-fluoro-2-methylphenyl)quinazolin-4(3H)-one N1C=C(C2=CC=CC=C12)CC=1C=C2C(N(C=NC2=C(C1)C1=C(C=C(C=C1)F)C)CC1=CC(=CC(=C1)OC)OC)=O